nickel ruthenium carbon [C].[Ru].[Ni]